N1N=NN=C1C=1N=NNC1C1=NN=NN1 4,5-bis-tetrazolyl-1,2,3-triazole